COC1=CC=C(C=C1)[C@H](C)N1C[C@@H](CC1=O)C(=O)OCC1=CC=CC=C1 (R)-benzyl 1-((S)-1-(4-methoxyphenyl)ethyl)-5-oxopyrrolidine-3-carboxylate